3-(5-(3-fluoro-4-(((R)-2-((S)-1-hydroxy-1-phenylethyl)pyrrolidin-1-yl)methyl)pyridin-2-yl)-1-oxoisoindolin-2-yl)piperidine-2,6-dione FC=1C(=NC=CC1CN1[C@H](CCC1)[C@](C)(C1=CC=CC=C1)O)C=1C=C2CN(C(C2=CC1)=O)C1C(NC(CC1)=O)=O